3-methyl-2,3-dihydrobenzo[d][1,3]oxazol-2-one CN1C(OC2=C1C=CC=C2)=O